1,2-dioleoyl-3-trimethylammoniopropane chloride salt [Cl-].C(CCCCCCC\C=C/CCCCCCCC)(=O)CC(C[N+](C)(C)C)C(CCCCCCC\C=C/CCCCCCCC)=O